(2-(3-isopropyl-1H-pyrazol-1-yl)phenyl)methanamine C(C)(C)C1=NN(C=C1)C1=C(C=CC=C1)CN